C(C)(C)(C)OC(=O)N(C(OC(C)(C)C)=O)C1=C(C=C(C=C1)C=1SC=C(C1)C)[N+](=O)[O-] tert-butyl N-tert-butoxycarbonyl-N-[4-(4-methyl-2-thienyl)-2-nitro-phenyl]carbamate